(1-tert-butoxycarbonyl-3-methyl-pyrrolidin-3-yl) 4-[3-[2-(cyclopropoxy)-3-pyridyl]pyrazolo[1,5-a]pyrimidin-5-yl]piperazine-1-carboxylate C1(CC1)OC1=NC=CC=C1C=1C=NN2C1N=C(C=C2)N2CCN(CC2)C(=O)OC2(CN(CC2)C(=O)OC(C)(C)C)C